COC(=O)C=1C(N(C2=CC(=CC=C2C1N)Br)C=1C(=NC=CC1)C)=O 4-Amino-7-bromo-1-(2-methylpyridin-3-yl)-2-oxo-1,2-dihydroquinoline-3-carboxylic acid methyl ester